N1=CS(C2=C1C=NC=N2)=O thiazolo-pyrimidinone